C[C@H](CC1=CC=C(C=C1)C1=CC=C(C=C1)C#N)CC (S)-4'-(2-methylbutyl)-4-biphenyl-nitrile